14,16-dimethoxy-4,10,12,18-tetramethyl-15,19-epoxy-3H-pyrido[2,1-c][1,4]oxazacyclotricosin-1,7,20,21(4H,23H)-tetron COC1=C2C(=CC(=C(C(C(N3C(C(OCC(C=CC(C=CC(=CC(=C1)C)C)=O)C)=O)=CC=CC3)=O)=O)O2)C)OC